5-(4-(tert-Butoxycarbonyl)piperazin-1-yl)-6-chloropicolinic acid C(C)(C)(C)OC(=O)N1CCN(CC1)C=1C=CC(=NC1Cl)C(=O)O